NC1(COC1)C#N 3-aminooxetane-3-carbonitrile